Cl.FC1=C(C=CC(=C1)F)N(C)C (2,4-difluorophenyl)-N-methyl-methylamine hydrochloride